BrC1=CC=C(C=C1)\C=C\C (E)-1-bromo-4-(1-propenyl)benzene